3-(6-(((S)-1-(5-chloro-4-((1-methyl-2-oxoindolin-5-yl)amino)pyrimidin-2-yl)-3,3-difluoropiperidin-4-yl)amino)-1-methyl-1H-indazol-3-yl)piperidine-2,6-dione ClC=1C(=NC(=NC1)N1CC([C@H](CC1)NC1=CC=C2C(=NN(C2=C1)C)C1C(NC(CC1)=O)=O)(F)F)NC=1C=C2CC(N(C2=CC1)C)=O